F[C@H]1CN(CC[C@H]1NC1=CC=CC=2N1N=C(C2SC(F)(F)F)C#CCNC2=C(C=C(C(=O)NC)C=C2)OC)C([2H])([2H])[2H] 4-((3-(7-(((3S,4R)-3-fluoro-1-(methyl-d3)piperidin-4-yl)amino)-3-((trifluoromethyl)thio)pyrazolo[1,5-a]pyridin-2-yl)prop-2-yn-1-yl)amino)-3-methoxy-N-methylbenzamide